N1(CCC1)CC1CC1 1-(azetidin-1-ylmethyl)cyclopropan